C[Si](O[Si]CCCCCCC=O)O[Si](C)(C)C 7-(3,5,5,5-tetramethyl-1λ2,3λ3-trisiloxaneyl)heptanal